CC1=C(C=CC=C1)[IH]P([IH]C1=CC=CC=C1)[IH]C1=CC=CC=C1 methyltriphenyl-phosphorous iodide